O=C1N(C(CN1)=O)CC(=O)O 2-(2,5-dioxoimidazolidin-1-yl)acetic acid